Mononitrochlorobenzol [N+](=O)([O-])C1=CC=C(C=C1)Cl